NC=1C=2N(C3=C(N1)C=NC(=C3)C(=O)N3[C@@H]1[C@H](CC4(CC4)C3)OC3=C1C=CC(=C3)C(F)(F)F)C=NC2C (4-amino-3-methylimidazo[1,5-a]pyrido[3,4-e]pyrazin-8-yl)((4aS,9bS)-7-(trifluoromethyl)-4a,9b-dihydro-2H-spiro[benzofuro[3,2-b]pyridine-3,1'-cyclopropan]-1(4H)-yl)methanone